C(C)(C)(C)O[C@H](C(=O)OCC)C1=C(C2=C(N=C(S2)C2=NC=3N(C=C2)N=CC3C3CCN(CC3)C(=O)OC(C)(C)C)C=C1C)C1=CC=C(C=C1)Cl tert-butyl (S)-4-(5-(6-(1-(tert-butoxy)-2-ethoxy-2-oxoethyl)-7-(4-chlorophenyl)-5-methylbenzo[d]thiazol-2-yl)pyrazolo[1,5-a]pyrimidin-3-yl)piperidine-1-carboxylate